2-(4-(chloromethyl)phenyl)-1-cyclopropyl-4-(trifluoromethyl)-1H-imidazole ClCC1=CC=C(C=C1)C=1N(C=C(N1)C(F)(F)F)C1CC1